bis(diisooctyl-phosphoryl)methyl-glycolic acid C(CCCCC(C)C)P(=O)(CCCCCC(C)C)C(P(=O)(CCCCCC(C)C)CCCCCC(C)C)C(C(=O)O)O